(2-bromophenyl)-ethyl-phenylphosphine BrC1=C(C=CC=C1)P(C1=CC=CC=C1)CC